CC(CCS)(CCS)C 3,3-dimethyl-1,5-pentanedithiol